FC1=C(C=CC(=C1)F)C(C(F)(F)C1=CC=C(C=N1)C#CC1=CC=C(OCC=O)C=C1)(CN1N=CN=C1)O 2-(4-((6-(2-(2,4-difluorophenyl)-1,1-difluoro-2-hydroxy-3-(1H-1,2,4-triazol-1-yl)propyl)pyridin-3-yl)ethynyl)phenoxy)acetaldehyde